C(C)(=O)ON=C(C=1C=CC=2N(C3=CC=C(C=C3C2C1)[N+](=O)[O-])CC)C1=C(C=C(C=C1)OC(COC)C)C N-acetoxy-1-[4-(1-methyl-2-methoxyethoxy)-2-methylphenyl]-1-(9-ethyl-6-nitro-9H-carbazol-3-yl)methane-1-imine